1-(4-chlorophenyl)-2-((3-(difluoromethyl)-1-methyl-1H-pyrazol-5-yl)oxy)ethan-1-one-O-methyl oxime CON=C(COC1=CC(=NN1C)C(F)F)C1=CC=C(C=C1)Cl